2,3-Dichloroquinoxaline-6-carboxylic acid ClC1=NC2=CC=C(C=C2N=C1Cl)C(=O)O